4-chlorophenyl-thioisocyanate ClC1=CC=C(C=C1)SN=C=O